C(CCC)N1C=C(C2=CC=CC=C12)C(C1=C(C=CC=C1)OC)=O 1-butyl-3-(2-methoxybenzoyl)indole